3-[3-[2-(azaniumylamino)-2-oxoethyl]pyridin-1-ium-1-yl]propyl-trimethyl-ammonium tristrifluoroacetate FC(C(=O)[O-])(F)F.FC(C(=O)[O-])(F)F.FC(C(=O)[O-])(F)F.[NH3+]NC(CC=1C=[N+](C=CC1)CCC[N+](C)(C)C)=O